(E)-N-hydroxy-3-(2-(4-(2-phenylpropyl)piperazin-1-yl)phenyl)acrylamide ONC(\C=C\C1=C(C=CC=C1)N1CCN(CC1)CC(C)C1=CC=CC=C1)=O